6-Xylenol C1(CC=CC=C1C)(C)O